(3,5-dichloro-4-((1-oxo-2-((2,2-difluoroethoxy)methyl)-1,2,3,4-tetrahydroisoquinolin-6-yl)oxy)phenyl)-3,5-dioxo-2,3,4,5-tetrahydro-1,2,4-triazine-6-carbonitrile ClC=1C=C(C=C(C1OC=1C=C2CCN(C(C2=CC1)=O)COCC(F)F)Cl)N1N=C(C(NC1=O)=O)C#N